CCCCCCCCC=CCC dodeca-9-en